ClC1=CC=C(C=C1)C1=C(CCC(C1)(C)C)CN1CCNCC1 4-((2-(4-chlorophenyl)-4,4-dimethylcyclohex-1-enyl)methyl)piperazine